COC1=CC=C(C=C1)C=1C(=C(C2=C(C1)C1=CC=C(C=C1C21C2=C(C(=C(C(=C2C=2C(=C(C(=C(C12)C1=CC=C(C=C1)OC)N)C1=CC=C(C=C1)OC)C1=CC=C(C=C1)OC)C1=CC=C(C=C1)OC)C1=CC=C(C=C1)OC)N)C1=CC=C(C=C1)OC)N)C1=CC=C(C=C1)OC)N octakis(4-methoxyphenyl)-9,9'-spirobi[9H-fluorene]-2,2',7,7'-tetramine